N6-Furfuryladenin C(C1=CC=CO1)NC1=C2NC=NC2=NC=N1